ammonium oleyl sarcosinate N(C)CC(=O)OCCCCCCCC\C=C/CCCCCCCC.[NH4+]